4-chloro-3-(4-methyl-1H-pyrazol-1-yl)aniline ClC1=C(C=C(N)C=C1)N1N=CC(=C1)C